7-bromo-6-fluoro-2,3-dihydroinden-5-amine BrC=1C(=C(C=C2CCCC12)N)F